[Si]([O-])([O-])([O-])[O-].[Si]([O-])([O-])([O-])[O-].[Si]([O-])([O-])([O-])[O-].[O-]OOOOO[O-].[Na+] sodium heptaoxide trisilicate